C(C)[C@H]1N(C[C@@H]2N(C1)C(N(C2)C2(CCC2)C(F)(F)F)=O)C=2C(=NC(=CC2)Br)C=O 3-[(6R,8aS)-6-ethyl-3-oxo-2-[1-(trifluoromethyl)cyclobutyl]-5,6,8,8a-tetrahydro-1H-imidazo[1,5-a]pyrazin-7-yl]-6-bromo-pyridine-2-carbaldehyde